CN(C(=O)C1=CN=CS1)C N,N-dimethyl-1,3-thiazole-5-carboxamide